N5-[(3S)-azepan-3-yl]-7-(2-fluoro-6-methyl-phenyl)isoquinoline-3,5-diamine N1C[C@H](CCCC1)NC=1C=2C=C(N=CC2C=C(C1)C1=C(C=CC=C1C)F)N